CN1C(N(C2=NC(=CC=C21)NC(CC2=CC=CC=C2)=O)C)=C=O N-(1,3-dimethyl-2-carbonyl-2,3-dihydro-1H-imidazo[4,5-b]pyridin-5-yl)-2-phenylacetamide